N-acetoxy-1-[9-ethyl-6-{2-methyl-4-(3,3-dimethyl-2,4-dioxocyclopentylmethoxy)benzoyl}-9H-carbazol-3-yl]ethane-1-imine C(C)(=O)ON=C(C)C=1C=CC=2N(C3=CC=C(C=C3C2C1)C(C1=C(C=C(C=C1)OCC1C(C(C(C1)=O)(C)C)=O)C)=O)CC